ClC=1C=C2C=CC(=NC2=CC1)C(=O)N[C@@H]1CC[C@H](CC1)C(NCC=1OC2=C(C1)C=C(C=C2)Cl)=O 6-chloro-N-(trans-4-(((5-chlorobenzofuran-2-yl)methyl)carbamoyl)cyclohexyl)quinoline-2-carboxamide